NCCC[SiH2]C(OC)OC 3-aminopropyldimethoxymethylsilane